2,2-dimethyl-N-(5-(1-methyl-2,3-dihydro-1H-[1,4]oxazino[2,3-c]cinnolin-9-yl)thiazol-2-yl)tetrahydro-2H-pyran-4-carboxamide CC1(OCCC(C1)C(=O)NC=1SC(=CN1)C1=CC=2C3=C(N=NC2C=C1)OCCN3C)C